C(#N)C=1C=NN(C1)C1=C(C=C(C=C1)NC(CC1=C(C(=CC=C1)F)F)=O)S(N)(=O)=O N-[4-(4-cyano-1H-pyrazol-1-yl)-3-sulfamoylphenyl]-2-(2,3-difluorophenyl)acetamide